C(C1=CN=CC=C1)(=O)OC1=CC(=CC(=C1)C=NC(C(=O)OC)C(C)C)Br 3-bromo-5-((1-meth-oxy-3-methyl-1-oxo-butan-2-ylimino)meth-yl)phenyl nicotinate